(S)-3-(9-Iodo-5,6-dihydrobenzo[f]imidazo[1,2-d][1,4]oxazepin-2-yl)-4-(fluoromethyl)oxazolidin-2-one potassium (1+) [K+].IC1=CC2=C(C=3N(CCO2)C=C(N3)N3C(OC[C@H]3CF)=O)C=C1